2-(2-bicyclo[2.2.1]hept-5-enylmethoxy)ethylmethanesulfonate C12C(CC(C=C1)C2)COCCCS(=O)(=O)[O-]